2-ethyl-2-butyl-1,3-propylene glycol C(C)C(CO)(CO)CCCC